Diisopropyldimethoxysilane C(C)(C)[Si](OC)(OC)C(C)C